OC1=C(C(C2=CC=CC=C2C1=O)=O)\C=C(\C(=O)O)/CCC (E)-2-((3-hydroxy-1,4-dioxo-1,4-dihydronaphthalen-2-yl)methylene)pentanoic acid